ClC=1C=C(C=CC1Cl)CC=C 3-(3,4-dichlorophenyl)-1-propene